CC1(OCCC2=C1NC(C1=C2C=C(S1)C=1C=NN(C1)COCC[Si](C)(C)C)=O)C=O 4-methyl-6-oxo-8-(1-((2-(trimethylsilyl)ethoxy)methyl)-1H-pyrazol-4-yl)-1,4,5,6-tetrahydro-2H-pyrano[3,4-b]Thieno[3,2-d]Pyridine-4-carbaldehyde